N-methylpyrroledione CN1C(C(C=C1)=O)=O